FC=1C=C(C=C(C1)F)C1CC=NN1C(=O)C12CC(C1)(C2)CN2N=CC1=C(C=CC=C21)F (5-(3,5-Difluorophenyl)-4,5-dihydro-1H-pyrazol-1-yl)(3-((4-fluoro-1H-indazol-1-yl)methyl)bicyclo[1.1.1]pentan-1-yl)methanone